C(CCCCCCCCCCCCCCCCC)(=O)[O-].C(CCCCCCCCCCCCCCCCC)(=O)[O-].C(CCCCCCCCCCCCCCCCC)(=O)[O-].C(C)(C)[Ti+3] isopropyl-titanium tristearate